BrCCCP (3-bromopropyl)phosphine